methoxymethyl 4-(benzyloxy)-3-bromo-6-hydroxy-2,5-dimethylbenzoate C(C1=CC=CC=C1)OC1=C(C(=C(C(=O)OCOC)C(=C1C)O)C)Br